(tri-tert-butylphosphino)(2-amino-1,1-biphenyl-2-yl)palladium (II) C(C)(C)(C)P(C(C)(C)C)(C(C)(C)C)[Pd]C1(C(=CC=CC1)C1=CC=CC=C1)N